3-{2-[(2R,4S)-2-methyl-4-({4-[methyl(methylimino)oxo-λ6-sulfanyl]phenoxy}methyl)pyrrolidin-1-yl]ethyl}benzonitrile C[C@H]1N(C[C@H](C1)COC1=CC=C(C=C1)S(=O)(=NC)C)CCC=1C=C(C#N)C=CC1